NARINGENIN O1[C@@H](CC(=O)C=2C(O)=CC(O)=CC12)C1=CC=C(O)C=C1